((3-ethyloxetan-3-yl)methyl)-4-((2-fluorophenyl)ethynyl)benzamide C(C)C1(COC1)CC1=C(C(=O)N)C=CC(=C1)C#CC1=C(C=CC=C1)F